ClC1=CC2=C(N=C(N=C2N[C@@H](C)C2CC2)C2=C(C(=CC(=C2Cl)OC)OC)Cl)C=N1 (S)-6-chloro-N-(1-cyclopropylethyl)-2-(2,6-dichloro-3,5-dimethoxyphenyl)pyrido[3,4-d]pyrimidine-4-amine